C1(=CC=C(C=C1)CC1C(C2(CCC1C2(C)C)CS(=O)(=O)O)=O)CC2C(C1(CCC2C1(C)C)CS(=O)(=O)O)=O 3,3'-(1,4-phenylenedimethylene)-bis-(7,7-dimethyl-2-oxo-bicyclo-[2.2.1]-hept-1-yl-methanesulfonic acid)